C(CCCCCC(=O)O)CCCCC=O omega-oxolauric acid